FC1=C(C=CC=C1)C1=CC=C(C=C1)COC1=C(N=NN1)C(=O)O 5-((2'-fluoro-[1,1'-biphenyl]-4-yl)methoxy)-1H-1,2,3-triazole-4-carboxylic acid